{2-[1-(3,5-bis(trifluoromethyl)benzyl)-5-pyridin-4-yl-1H-[1,2,3]triazol-4-yl]-pyridin-3-yl}-(2-chlorophenyl)-methanone FC(C=1C=C(CN2N=NC(=C2C2=CC=NC=C2)C2=NC=CC=C2C(=O)C2=C(C=CC=C2)Cl)C=C(C1)C(F)(F)F)(F)F